ClC=1C=C(C(=NC1)OC1=CC=C(C=C1)C=1C=CC(N(C1)CC(CC(=O)OCC)=O)=O)F ethyl 4-(5-(4-((5-chloro-3-fluoropyridin-2-yl) oxy) phenyl)-2-oxopyridin-1(2H)-yl)-3-oxobutanoate